C1(=CC=CC=C1)P(C1=CC=CC=C1)CC(=O)[O-].[K+] potassium diphenylphosphinoacetate